CN(CC(=O)NCCOCCC(=O)N1CCNCC1)C 4-[3-[2-[[2-(dimethylamino)acetyl]amino]ethoxy]propanoyl]piperazine